OC(C)(C)C=1C=C2C(=CC=NC2=CC1)C(=O)O 6-(2-hydroxy-prop-2-yl)quinoline-4-carboxylic acid